2-(2-chloro-5-methylpyridin-3-yl)-1-(7-fluoro-5-(2-((1-methyl-1H-pyrazol-5-yl)amino)pyrimidin-4-yl)indolin-1-yl)ethan-1-one ClC1=NC=C(C=C1CC(=O)N1CCC2=CC(=CC(=C12)F)C1=NC(=NC=C1)NC1=CC=NN1C)C